tert-Butyl 4-[(2-{4-[5-chloro-2-(1H-imidazol-1-yl)phenyl]-5-methoxy-2-oxopyridin-1(2H)-yl}-4-methoxybutanoyl)amino]benzoate ClC=1C=CC(=C(C1)C1=CC(N(C=C1OC)C(C(=O)NC1=CC=C(C(=O)OC(C)(C)C)C=C1)CCOC)=O)N1C=NC=C1